C1(=CC=CC=C1)C1=CC=C(C=C1)C(C1=CC=CC=C1)=O 4'-phenyl-benzophenone